5-cyano-2-methoxybenzene C(#N)C=1C=CC(=CC1)OC